C1=CC=C(C=C1)C(C2=CC=CC=C2)C3=CC=CC=C3 The molecule is a triarylmethane in which the three aryl groups are phenyl. It forms the basic skeleton of several synthetic dyes. It has a role as a xenobiotic and an environmental contaminant.